4-((4-((3-(1H-1,2,3-triazol-1-yl)propyl)thio)phenoxy)methyl)-2-(4,6-difluoro-1H-indol-2-yl)oxazole N1(N=NC=C1)CCCSC1=CC=C(OCC=2N=C(OC2)C=2NC3=CC(=CC(=C3C2)F)F)C=C1